1,4-bis-(2-amino-propan-2-yl)-cyclohexane NC(C)(C)C1CCC(CC1)C(C)(C)N